CN1N=C(C=C1C(=O)NC(C)C1=NC(=NO1)C1=CC(=CC=C1)S(=O)(=O)C)C(F)(F)F 1-methyl-N-(1-(3-(3-(methylsulfonyl)phenyl)-1,2,4-oxadiazol-5-yl)ethyl)-3-(trifluoromethyl)-1H-pyrazole-5-carboxamide